C1(CC1)C=1C=C(C(=NC1)N1CCN(CC1)C(=O)[O-])C(F)(F)F 4-(5-Cyclopropyl-3-(trifluoromethyl)pyridin-2-yl)piperazine-1-carboxylate